γ-dodecanol CCC(CCCCCCCCC)O